ClC=1C=CC2=C(C(C=C(O2)C(=O)NC23CC(C2)(C3)NC(COC3=CC(=C(C=C3)Cl)F)=O)=O)C1 6-chloro-N-{3-[2-(4-chloro-3-fluorophenoxy)acetamido]bicyclo[1.1.1]pent-1-yl}-4-oxo-4H-1-benzopyran-2-carboxamide